2-chloro-4-(4-(1-methyl-4-(trifluoromethyl)-1H-imidazol-2-yl)benzyl)-5,6-dihydro-4H-pyrrolo[3,2,1-de]Pteridine ClC=1N=C2N(CCN3C2=C(N1)C=C3)CC3=CC=C(C=C3)C=3N(C=C(N3)C(F)(F)F)C